NC1=C(C(N(C2=CC(=CC=C12)NCC(F)(F)F)C1=CC=C(C=C1)N)=O)C(=O)OC([2H])([2H])[2H] methyl-d3 4-amino-1-(4-aminophenyl)-7-((2,2,2-trifluoroethyl)amino)-2-oxo-1,2-dihydroquinoline-3-carboxylate